benzylidene[1,3-bis(2,4,6-trimethylphenyl)-2-imidazolidinyliden]tricyclohexylphosphin C(C1=CC=CC=C1)=C1C(C(CCC1)P(C1CCCCC1)C1CCCCC1)=C1N(CCN1C1=C(C=C(C=C1C)C)C)C1=C(C=C(C=C1C)C)C